3-(1,2,3,5,6,7-hexahydro-s-indacen-4-yl)-1-[(1-methyl-1H-pyrazol-4-yl)[rac-cis-(2-methyloxan-4-yl)]sulfamoyl]urea sodium salt [Na].C1CCC2=C(C=3CCCC3C=C12)NC(NS(N([C@@H]1C[C@@H](OCC1)C)C=1C=NN(C1)C)(=O)=O)=O |r|